CC1=NN(C(=C1)C)C=1C=CC(N(N1)CC1CN(C1)C1=NC=NC=2CCCCC12)=O 6-(3,5-dimethylpyrazol-1-yl)-2-[[1-(5,6,7,8-tetrahydroquinazolin-4-yl)azetidin-3-yl]methyl]pyridazin-3-one